C(C)(C)(C)OC(=O)N1CC2=CC(=CC(=C2CC1)F)N1C(C2=C(CC1)C(=NN2C2=CC(=CC=C2)Cl)C(=O)OCC)=O 7-[1-(3-Chlorophenyl)-3-ethoxycarbonyl-7-oxo-4,5-dihydropyrazolo[3,4-c]pyridin-6-yl]-5-fluoro-3,4-dihydro-1H-isoquinoline-2-carboxylic acid tert-butyl ester